C(C)OC(=O)C=1C=NN(C1C)C(C)C(C)SC 1-(3-(Methylthio)butane-2-yl)-5-methyl-1H-pyrazole-4-carboxylic acid ethyl ester